FC(OC1=C(C=CC=C1)C(CC(=O)OC)=O)F Methyl 3-(2-difluoromethoxyphenyl)-3-oxopropanoate